COC=1C=C2N=CC=3N(C(N4CC(OC(=C2C34)C1C=1C=NN(C1)C)C1=NC=CC=C1)=O)C 6-methoxy-2-methyl-7-(1-methyl-1H-pyrazol-4-yl)-9-(pyridin-2-yl)-9,10-dihydro-8-oxa-2,4,10a-triazanaphtho[2,1,8-cde]azulen-1(2H)-one